OCC(C1=CC=C(C=C1)C(F)(F)F)NC(CCC1=NC=2C(=NC=CC2)N1CC1=CC=C(C=C1)OC(F)(F)F)=O N-[2-Hydroxy-1-(4-trifluoromethyl-phenyl)-ethyl]-3-[3-(4-trifluoromethoxy-benzyl)-3H-imidazo[4,5-b]pyridin-2-yl]-propionamide